BrC1=CC=CC=2N(C(NC21)=O)C2CCC(CC2)C(=O)NC=2C=NC(=C(C2)C)Cl 4-(4-bromo-2-oxo-2,3-dihydro-1H-1,3-benzodiazol-1-yl)-N-(6-chloro-5-methylpyridin-3-yl)cyclohexane-1-carboxamide